4-chloro-6-methyl-5-(trifluoromethyl)pyridin-2-amine ClC1=CC(=NC(=C1C(F)(F)F)C)N